5-methyl-2-hepten-4-one CC(C(C=CC)=O)CC